CO[Si](CCCNCCNCCC[Si](OC)(OC)OC)(OC)OC bis-[3-(trimethoxysilyl)propyl]ethylenediamine